NN1C(=NC(=C1C(=O)N)C1=CC=C(C=C1)C(NC1=NC=CC(=C1)CC)=O)[C@H]1N(CCCC1)C#CC (S)-1-amino-4-(4-((4-ethylpyridin-2-yl)carbamoyl)phenyl)-2-(1-propynylpiperidin-2-yl)-1H-imidazole-5-carboxamide